3-chloro-4-methyl-5-(3-methyl-3-azabicyclo[3.1.0]hexan-1-yl)aniline ClC=1C=C(N)C=C(C1C)C12CN(CC2C1)C